BrC=1C=C(OC=2C=CC(=C(N)C2)OC)C=CC1 5-(3-Bromophenoxy)-2-methoxyaniline